1-(2-Methyl-1-oxo-1,2-dihydroisoquinolin-5-yl)prop-2-en-1-yl acetate C(C)(=O)OC(C=C)C1=C2C=CN(C(C2=CC=C1)=O)C